C(C)(C)(C)OC(NC(C=O)C(C)C)=O 3-methyl-1-oxobut-2-ylcarbamic acid tert-butyl ester